CN1N=C2CCC(CC2=C1)C(=O)O 2-methyl-4,5,6,7-tetrahydro-2H-indazole-5-carboxylic acid